N-(4-methoxy-6-(1-methyl-1H-pyrazol-4-yl)pyrazolo[1,5-a]pyridine-3-yl)acetamide COC=1C=2N(C=C(C1)C=1C=NN(C1)C)N=CC2NC(C)=O